(2-hydroxy-5-methylphenyl)-5-(piperidin-4-yl)-4-(4-(trifluoromethyl)phenyl)-4,5-dihydropyrrolo[3,4-c]pyrazol-6(2H)-one OC1=C(C=C(C=C1)C)N1N=C2C(=C1)C(N(C2=O)C2CCNCC2)C2=CC=C(C=C2)C(F)(F)F